BrC1=C(C=C(C(=O)N2CC=3N=C(N(C(C3C[C@H]2C)=O)C2=CC=C(C=C2)OC2CC2)N[C@@H](C)C=C)C=C1)C(F)(F)F (R)-7-(4-bromo-3-(trifluoromethyl)benzoyl)-2-((S)-but-3-en-2-ylamino)-3-(4-cyclopropoxyphenyl)-6-methyl-5,6,7,8-tetrahydropyrido[3,4-d]pyrimidin-4(3H)-one